C(C1=CC=CC=C1)N1C(CC2=CC(=CC=C12)OC)=O 1-benzyl-5-methoxyindolin-2-one